5-(((2,2-Dimethyl-4,6-dioxo-1,3-dioxan-5-yl)methylene)amino)-3-methoxypyridinecarbonitrile tert-butyl-6-(1-tetrahydropyran-2-ylbenzimidazol-4-yl)-3,4-dihydro-2H-pyridine-1-carboxylate C(C)(C)(C)OC(=O)N1CCCC=C1C1=CC=CC=2N(C=NC21)C2OCCCC2.CC2(OC(C(C(O2)=O)C=NC=2C=C(C(=NC2)C#N)OC)=O)C